C(C)C1=CC2=C(C3=CC=CC=C3C=C2C=C1)OC(=O)C1C(CC(=CC1)C)C(=O)O 2-ethyl-9-[2-carboxy(4-methyl-4-cyclohexenyl)]carbonyloxyanthracene